ClC=1C=C(C=C(C1)Cl)C1=NC(=CC(=C1)CN1CCC(CC1)CC(=O)O)OC1=NC=C(N=C1)N1CCN(CC1)CCCS(=O)(=O)C 2-(1-((2-(3,5-dichlorophenyl)-6-((5-(4-(3-(methylsulfonyl)propyl)piperazin-1-yl)pyrazin-2-yl)oxy)pyridin-4-yl)methyl)piperidin-4-yl)acetic acid